sulfur dioxid S(=O)=O